tert-butyl (2R,5S)-2-(4-chlorobenzyl)-5-((methylsulfonyl)oxy)piperidine-1-carboxylate ClC1=CC=C(C[C@@H]2N(C[C@H](CC2)OS(=O)(=O)C)C(=O)OC(C)(C)C)C=C1